C(C1=CC=CO1)NCCN N-Furfuryl-1,2-ethandiamin